1-acetyl-4-(3,4-bis(difluoromethoxy)phenyl)pyrrolidine-2-carboxylic acid C(C)(=O)N1C(CC(C1)C1=CC(=C(C=C1)OC(F)F)OC(F)F)C(=O)O